COC1=CC=C(C(=O)NC=2C=C(C=CC2)/C=C/C(=O)C2=CC=C(OC(C(=O)O)C)C=C2)C=C1 2-[4-[(E)-3-[3-[(4-Methoxybenzoyl)amino]phenyl]prop-2-enoyl]phenoxy]propanoic acid